BrC1=CC(=C(C=C1)N1[C@@H](CC(CC1)O)C(=O)O)[N+](=O)[O-] (2S)-1-(4-bromo-2-nitrophenyl)-4-hydroxypiperidine-2-carboxylic acid